tert-butyl (1R,5S)-3-(8-chloro-2-(methylthio)pyrimido[5',4':4,5]thieno[2,3-d]pyridazin-4-yl)-3,8-diazabicyclo[3.2.1]octane-8-carboxylate ClC=1N=NC=C2C1SC1=C2C(=NC(=N1)SC)N1C[C@H]2CC[C@@H](C1)N2C(=O)OC(C)(C)C